C1(CC1)N1C(=NC2=C1C=C(C(=C2)F)F)C=2C(=NC=NC2)NCC(F)(F)F 5-(1-Cyclopropyl-5,6-difluoro-1H-benzo[d]imidazol-2-yl)-N-(2,2,2-trifluoroethyl)pyrimidin-4-amin